(4S,5S)-1-[(m-{[(4S,5S)-4,5-Diphenyl-1-imidazolinyl]methyl}phenyl)methyl]-4,5-diphenylimidazoline C1(=CC=CC=C1)[C@@H]1NC(=N[C@H]1C1=CC=CC=C1)CC=1C=C(C=CC1)CN1C=N[C@H]([C@@H]1C1=CC=CC=C1)C1=CC=CC=C1